C(C1=C(C(=CC(=C1C)C(C)(C)C)C(C)(C)C)O)C1=C(C(=CC(=C1C)C(C)(C)C)C(C)(C)C)O 2,2'-Methylenebis[4,6-bis(1,1-dimethylethyl)-3-methylphenol]